xylylenebis-oxetane C=1(C(=CC=CC1)CC1OCC1)CC1OCC1